ClC=1C=C(C=CC1)C(C(=O)N1[C@H]2CC([C@@H]([C@@H]1C(=O)N[C@@H](C[C@@H]1C(NCC1)=O)C(CF)=O)CC2)(F)F)(F)F (1R,3R,4R)-2-(2-(3-chlorophenyl)-2,2-difluoroacetyl)-5,5-difluoro-N-((S)-4-fluoro-3-oxo-1-((R)-2-oxopyrrolidin-3-yl)butan-2-yl)-2-azabicyclo[2.2.2]octane-3-carboxamide